FC1(CCC(CC1)OC1CCC2=CC=C(C=C12)NC(C=C)=O)F N-(3-((4,4-difluorocyclohexyl)oxy)-2,3-dihydro-1H-inden-5-yl)acryl-amide